C(CC(=O)N)[C@@H](C(=O)O)NC(=O)[C@H](CC(=O)N)N The molecule is a dipeptide composed of L-asparagine and L-glutamine joined by a peptide linkage. It has a role as a metabolite. It derives from a L-asparagine and a L-glutamine.